4-methyl-5-((2R,6S)-6-methyl-4-((6'-(methylsulfonyl)-[2,3'-bipyridin]-5-yl)methyl)piperazin-2-yl)isobenzofuran-1(3H)-one CC1=C2COC(C2=CC=C1[C@H]1N[C@H](CN(C1)CC=1C=CC(=NC1)C=1C=NC(=CC1)S(=O)(=O)C)C)=O